tert-butyl 7-((4-chloro-2-fluorophenyl) amino)-3,4-dihydroisoquinoline-2(1H)-carboxylate ClC1=CC(=C(C=C1)NC1=CC=C2CCN(CC2=C1)C(=O)OC(C)(C)C)F